C1CNCC2N1C1=C(C(NC=3N=CC=CC13)=O)NC2=O 2,3,4,4a,6,8-hexahydro-1H-pyrazino[1',2':4,5]pyrazino[2,3-c][1,8]naphthyridine-5,7-Dione